6-methyl-4-[5-methylsulfonyl-2-[4-[2-(4-piperidyl)ethyl]phenoxy]phenyl]-1H-pyrrolo[2,3-c]pyridin-7-one CN1C(C2=C(C(=C1)C1=C(C=CC(=C1)S(=O)(=O)C)OC1=CC=C(C=C1)CCC1CCNCC1)C=CN2)=O